BrCC(=O)NS(=O)(=O)C1=CC=CC=C1 2-bromo-N-(benzenesulfonyl)acetamide